(S)-2-(4-(benzo[d]oxazol-2-yl)-5-hydroxy-1-methyl-6-oxo-1,6-dihydropyrimidin-2-yl)-1-(2-fluorophenyl)-1,2,3,4-tetrahydroisoquinoline-7-carboxamide O1C(=NC2=C1C=CC=C2)C=2N=C(N(C(C2O)=O)C)N2[C@@H](C1=CC(=CC=C1CC2)C(=O)N)C2=C(C=CC=C2)F